The molecule is a D-alpha-amino acid zwitterion that is D-threonine in which a proton has been transferred from the carboxy group to the amino group. It is the major species at pH 7.3. It is a tautomer of a D-threonine. C[C@@H]([C@H](C(=O)[O-])[NH3+])O